BrC1=CC2=C(NC3(CN(CC3)C(=O)C3=CC=C(C=C3)N(C(C=C)=O)C)C(N2C)=O)N=C1 N-(4-(7-bromo-1-methyl-2-oxo-1,4-dihydro-2H-spiro[pyrido[2,3-b]pyrazine-3,3'-pyrrolidine]-1'-carbonyl)phenyl)-N-methylacrylamide